3-(tert-butylthio)-5-iodo-N,N-dimethylaniline C(C)(C)(C)SC=1C=C(N(C)C)C=C(C1)I